Cl.O=C1N(CCC1)C1=CC=C(C=C1)C1=CC=C(S1)CN1C(NN=C1)=O 4-(5-[4-(2-oxopyrrolidin-1-yl)phenyl]thiophen-2-ylmethyl)-2,4-dihydro-3H-1,2,4-triazol-3-one hydrochloride